FC(S(=O)(=O)OC=1CCOC(C1)CC(C)(C)C)(F)F 6-neopentyl-3,6-dihydro-2H-pyran-4-yl trifluoromethanesulfonate